4-(1,3,5-triazine-2-yl)aniline N1=C(N=CN=C1)C1=CC=C(N)C=C1